1-(6-(pyridin-2-yl)quinolin-2-yl)piperidine-4-carboxylic acid N1=C(C=CC=C1)C=1C=C2C=CC(=NC2=CC1)N1CCC(CC1)C(=O)O